bis{3,4,6-trichloro-2-[(3-methylhexyloxy)carbonyl] phenyl}-Oxalat ClC=1C(=C(C(=CC1Cl)Cl)OC(C(=O)OC1=C(C(=C(C=C1Cl)Cl)Cl)C(=O)OCCC(CCC)C)=O)C(=O)OCCC(CCC)C